[Si](C1=CC=CC=C1)(C1=CC=CC=C1)(C(C)(C)C)OC[C@H](C)NCCOCCCC#C (S)-1-((tert-butyldiphenylsilyl)oxy)-N-(2-(pent-4-yn-1-yloxy)ethyl)propan-2-amine